2-Amino-7-fluoro-4-(5-fluoro-3-(3-((1-methylpiperidin-4-yl)oxy)pyrrolidin-1-yl)-7,9-dihydrofuro[3,4-f]quinazolin-6-yl)thieno[3,2-c]pyridine-3-carbonitrile NC1=C(C=2C(=NC=C(C2S1)F)C=1C2=C(C=3C=NC(=NC3C1F)N1CC(CC1)OC1CCN(CC1)C)COC2)C#N